[2H]C(=CCCC)C=O HEXENAL-D